2-(((3,3-dibutyl-5-(3-fluoro-4-methoxyphenyl)-7-methylthio-1,1-dioxido-2,3,4,5-tetrahydrobenzo[b][1,4]thiazepin-8-yl)methyl)amino)acetic acid C(CCC)C1(CN(C2=C(S(C1)(=O)=O)C=C(C(=C2)SC)CNCC(=O)O)C2=CC(=C(C=C2)OC)F)CCCC